3,4-dichlorophenyl 3-azido-3-deoxy-1-thio-alpha-D-galactopyranoside N(=[N+]=[N-])[C@@H]1[C@H]([C@@H](SC2=CC(=C(C=C2)Cl)Cl)O[C@@H]([C@@H]1O)CO)O